OC1CN(C1)C(=O)OC1CCC(CC1)C(N(C1=NC=CC(=C1)C=1C=NN(C1)C(CC)(CC)C)CC12CCC(CC1)(CC2)C2=CC(=C(C=C2)OC)C)=O 4-(((4-(4-Methoxy-3-methylphenyl)bicyclo[2.2.2]octan-1-yl)methyl)(4-(1-(3-methylpentan-3-yl)-1H-pyrazol-4-yl)pyridin-2-yl)carbamoyl)cyclohexyl trans-3-hydroxyazetidine-1-carboxylate